2,3-difluoro-4-(2-(4-methylpiperazin-1-yl)ethoxy)benzaldehyde FC1=C(C=O)C=CC(=C1F)OCCN1CCN(CC1)C